ethyl {(3S)-1-[trans-4-(5-chloropyridin-2-yl)-4-cyanocyclohexyl]pyrrolidin-3-yl}carbamate ClC=1C=CC(=NC1)C1(CCC(CC1)N1C[C@H](CC1)NC(OCC)=O)C#N